5-chloro-3-isopropyl-N-(4-(3-methoxypyridin-2-yl)benzyl)pyrazolo[1,5-a]pyrimidin-7-amine ClC1=NC=2N(C(=C1)NCC1=CC=C(C=C1)C1=NC=CC=C1OC)N=CC2C(C)C